O1CCC2=C1C=CC(=C2)C2=NN1C(N(C(=C(C1=O)N1CCNCC1)CC)CC(=O)NC1=C(C=C(C=C1)S(F)(F)(F)(F)F)C)=N2 2-(2-(2,3-dihydrobenzofuran-5-yl)-5-ethyl-7-oxo-6-(piperazin-1-yl)-[1,2,4]triazolo[1,5-a]pyrimidin-4(7H)-yl)-N-(2-methyl-4-(pentafluoro-λ6-sulfaneyl)phenyl)acetamide